methyl (2-chlorophenyl) (2-((6-cyanopyridin-3-yl) oxy)-3-(octadecyloxy) propyl) phosphate P(=O)(OC)(OC1=C(C=CC=C1)Cl)OCC(COCCCCCCCCCCCCCCCCCC)OC=1C=NC(=CC1)C#N